imidazolinesulfonate sodium salt [Na+].N1(C=NCC1)S(=O)(=O)[O-]